ClC=1C(=C(CN2CCC(CC2)(C(=O)O)CC2=C(C(=CC=C2F)NC2=NNC(=C2)C)F)C=CC1)F 1-(3-chloro-2-fluorobenzyl)-4-(2,6-difluoro-3-((5-methyl-1H-pyrazol-3-yl)amino)benzyl)piperidine-4-carboxylic acid